N-(4-((4-phenethyl-4-(pyridin-2-yloxy)piperidin-1-yl)methyl)phenyl)acetamide C(CC1=CC=CC=C1)C1(CCN(CC1)CC1=CC=C(C=C1)NC(C)=O)OC1=NC=CC=C1